C(C1=CC=CC=C1)N1CC(C(CC1)N)COC1CC=C(CC1)Br 1-benzyl-3-(((4-bromocyclohex-3-en-1-yl)oxy)methyl)piperidin-4-amine